4-((4-methylbenzyl)oxy)-N-phenylaniline CC1=CC=C(COC2=CC=C(NC3=CC=CC=C3)C=C2)C=C1